(6-(pyridin-4-ylmethylene)spiro[3.3]Hept-2-yl)carbamic acid tert-butyl ester C(C)(C)(C)OC(NC1CC2(C1)CC(C2)=CC2=CC=NC=C2)=O